C(C1=CC=CC=C1)N1C2(CC2)CC(CC1)OCC1=CC=CC=C1 4-benzyl-7-(phenylmethyloxy)-4-azaspiro[2.5]octane